C1(CCCCC1)NC1=NC(=NC(=N1)S)S 2-cyclohexylamino-4,6-dimercapto-1,3,5-triazine